Cl.N(N)C1=C2CCCNC2=CC=C1 5-hydrazino-1,2,3,4-tetrahydroquinoline hydrochloride